5,6-dichloro-1-(1'-isopropyl-[1,4'-bipiperidine]-4-yl)-3-(2-morpholinoethyl)-1,3-dihydro-2H-benzo[d]imidazol-2-one ClC1=CC2=C(N(C(N2CCN2CCOCC2)=O)C2CCN(CC2)C2CCN(CC2)C(C)C)C=C1Cl